silicon compound with nitrogen [N].[Si]